3-isopropyl-5-(4-((5-(4-(methylsulfonyl)phenoxy)thiazolo[5,4-b]pyridin-2-yl)oxy)piperidin-1-yl)-1,2,4-oxadiazol C(C)(C)C1=NOC(=N1)N1CCC(CC1)OC=1SC2=NC(=CC=C2N1)OC1=CC=C(C=C1)S(=O)(=O)C